C(C)C1=CC=2C=CC(=NC2NC1=C=O)CN1CCC(=CC1)C=1C=NC(=CC1)C(=O)NC 1'-((6-ethyl-7-carbonyl-7,8-dihydro-1,8-naphthyridin-2-yl)methyl)-N-methyl-1',2',3',6'-tetrahydro-[3,4'-bipyridine]-6-carboxamide